3-ethyl 5-methyl 2-(acetoxymethyl)-4-(2-(2,2-difluoroethyl)-3-fluorophenyl)-6-(fluoromethyl)-1,4-dihydropyridine-3,5-dicarboxylate C(C)(=O)OCC=1NC(=C(C(C1C(=O)OCC)C1=C(C(=CC=C1)F)CC(F)F)C(=O)OC)CF